BrC1=CC=C(C=C1)[C@@H]1[C@@H]2CN(CC(CCN2[C@@H]1CN1C(C2=CC=CC=C2C1=O)=O)CN(C)C)C(=O)NC1=CC=C(C=C1)OC (8R,9S,10S)-9-(4-bromophenyl)-4-[(dimethylamino)methyl]-10-[(1,3-dioxoisoindolin-2-yl)methyl]-N-(4-methoxyphenyl)-1,6-diazabicyclo[6.2.0]decane-6-carboxamide